C(C)(C)(C)C1=CC=C(C=C1)C (4-t-butylphenyl)methane